2-((2S)-1-propenoyl-4-(5-fluoro-4-methyl-2'-(((S)-1-methylpyrrolidin-2-yl)methoxy)-5',8'-dihydro-2H,6'H-spiro[naphthalen-1,7'-quinazolin]-4'-yl)piperazin-2-yl)acetonitrile C(C=C)(=O)N1[C@H](CN(CC1)C1=NC(=NC=2CC3(CCC12)CC=C(C1=C(C=CC=C13)F)C)OC[C@H]1N(CCC1)C)CC#N